[4-[4-Amino-3-(trifluoromethyl)pyrazol-1-yl]cyclohexyl]methanol NC=1C(=NN(C1)C1CCC(CC1)CO)C(F)(F)F